BrC=1C=C2C=C(N=CC2=CC1Cl)NC(=O)[C@@H]1CC12CC2 (R)-N-(6-bromo-7-chloroisoquinolin-3-yl)spiro[2.2]pentane-1-carboxamide